[Se].F[C@H]1CC=2N(C(=NC2)C(NC(C2=NC(=CC(=C2)C#C[C@@H]2OCCC2)C)=O)C=2NC3=CC=CC=C3C2)C1 |&1:20| (R)-N-(((S)-6-fluoro-6,7-dihydro-5H-pyrrolo[1,2-c]imidazol-3-yl)(1H-indol-2-yl)methyl)-6-methyl-4-((±)-(tetrahydrofuran-2-yl)ethynyl)picolinamide selenium